CNCCN1N=CC(=C1)C=1C=NC2=CC=C(N=C2C1)C1=C(N=C2N1C=CC=C2)C2=NC(=CC=C2)C N-methyl-2-(4-(6-(2-(6-methylpyridin-2-yl)imidazo[1,2-a]pyridin-3-yl)-1,5-naphthyridin-3-yl)-1H-pyrazol-1-yl)ethan-1-amine